O[C@@H]1CC[C@@]2([C@H]3CC[C@@]4([C@H](CC[C@H]4[C@@H]3[C@H](C[C@@H]2C1)O)[C@@H](CCC(=O)N[C@H](C(=O)O)CC1=CC=C(C=C1)O)C)C)C (S)-2-((R)-4-((3R,5S,7S,8R,9S,10S,13R,14S,17R)-3,7-dihydroxy-10,13-dimethyl-hexadecahydro-1H-cyclopenta[a]phenanthren-17-yl)pentanamido)-3-(4-hydroxyphenyl)propanoic acid